1-(4-isopropylphenyl)-1H-pyrazole-4-carbaldehyde C(C)(C)C1=CC=C(C=C1)N1N=CC(=C1)C=O